P(OC1CCCCC1)(OC1CCCCC1)[O-] dicyclohexyl phosphite